ethyl 2-(6-methoxynaphthyl)-2-nitroacetate COC=1C=C2C=CC=C(C2=CC1)C(C(=O)OCC)[N+](=O)[O-]